N-(4-(4-amino-1-isopropyl-7-((1r,4r)-4-(oxetan-3-ylamino)cyclohexyl)-1H-pyrazolo[4,3-c]pyridin-3-yl)-2-fluorophenyl)-1-(2-chlorophenyl)methanesulfonamide NC1=NC=C(C2=C1C(=NN2C(C)C)C2=CC(=C(C=C2)NS(=O)(=O)CC2=C(C=CC=C2)Cl)F)C2CCC(CC2)NC2COC2